(3S)-3-{[(5-{[(3Z)-5-fluoro-2-oxo-2,3-dihydro-1H-indol-3-ylidene]Methyl}-2,4-dimethyl-1H-pyrrol-3-yl)carbonyl]Amino}-N,N-dimethyltetrahydropyrrole-1-carboxamide FC=1C=C2/C(/C(NC2=CC1)=O)=C/C1=C(C(=C(N1)C)C(=O)N[C@@H]1CN(CC1)C(=O)N(C)C)C